α-oxaloacetic acid chloride C(=O)(C(=O)O)CC(=O)Cl